4-(6-bromopyridin-2-yl)-4-fluoropiperidine-1-carboxylic acid tert-butyl ester C(C)(C)(C)OC(=O)N1CCC(CC1)(F)C1=NC(=CC=C1)Br